[PH3]=S phosphine sulfide